ClC=1C(=CC(=C(C(=O)NC2=CC(=C(C=C2)F)SC)C1)F)C(F)(F)F 5-chloro-2-fluoro-N-(4-fluoro-3-(methylthio)phenyl)-4-trifluoromethylbenzamide